OCCOC(C(=O)O)C(C)(C)C.BrC1(C(C1)CCCCCCOCC1=CC=CC=C1)Br ((6-(2,2-dibromocyclopropyl)hexyloxy)methyl)benzene (2-hydroxy-ethoxy)-tert-butyl-acetate